3-(2-ethyl-1H-imidazol-1-yl)propan-1-amine C(C)C=1N(C=CN1)CCCN